FC(C1=CC(=NC=C1C(=O)NC1=C(C=C(C(=C1)C1=NC(=NC=C1)N1CCOCC1)F)N1C[C@@H](N([C@@H](C1)C)C)C)OCC[Si](C)(C)C)F 4-(difluoromethyl)-N-(4-fluoro-5-(2-morpholinopyrimidin-4-yl)-2-((3S,5R)-3,4,5-trimethylpiperazin-1-yl)phenyl)-6-(2-(trimethylsilyl)ethoxy)nicotinamide